4-Fluoro-N-[(1R)-1-{5-[(2R)-oxolan-2-carbonyl]-5,6,7,8-tetrahydro-1,5-naphthyridin-2-yl}ethyl]benzamid FC1=CC=C(C(=O)N[C@H](C)C2=NC=3CCCN(C3C=C2)C(=O)[C@@H]2OCCC2)C=C1